2-benzylidene-1,3-indenedione C(C1=CC=CC=C1)=C1C(C2=CC=CC=C2C1=O)=O